BrC=1C=C(C(=NC1)OC)NS(=O)(=O)C1=C(N=C(S1)C)C N-(5-bromo-2-methoxypyridin-3-yl)-2,4-dimethylthiazole-5-sulfonamide